O[C@H](C)[C@@]1(NCCC1)C (2R)-2-[(1R)-1-hydroxyethyl]-2-methyl-pyrrolidin